6-methyl-4-oxo-1-[4-(trifluoromethoxy)phenyl]cinnoline-3-carboxylic acid ethyl ester C(C)OC(=O)C1=NN(C2=CC=C(C=C2C1=O)C)C1=CC=C(C=C1)OC(F)(F)F